1-(cyclopropylmethyl)-6-(3-((2-methoxy-4-(methylsulfonyl)phenyl)amino)prop-1-yn-1-yl)-N-(1-methylpiperidin-4-yl)-1H-indol-4-amine C1(CC1)CN1C=CC=2C(=CC(=CC12)C#CCNC1=C(C=C(C=C1)S(=O)(=O)C)OC)NC1CCN(CC1)C